ClCC1=CC(=CC(=C1)CI)CI chloromethyl-3,5-diiodomethylbenzene